N-[4-(pentafluoro-sulfanyl)phenyl]-3-[3-(2-trimethylsilylethoxymethyl)benzimidazol-5-yl]pyridin-2-amine FS(C1=CC=C(C=C1)NC1=NC=CC=C1C1=CC2=C(N=CN2COCC[Si](C)(C)C)C=C1)(F)(F)(F)F